C(C(C)C)(=O)OCCC(C)CCC=C(C)C Citronellyl IsoButyrate